(R)-3-(2-chloro-1H-imidazol-5-yl)-10-methyl-9,10,11,12-tetrahydro-8H-[1,4]diazepino[5',6':4,5]thieno[3,2-f]quinolin-8-one ClC=1NC(=CN1)C1=NC=2C=CC3=C(C2C=C1)C1=C(S3)C(N[C@@H](CN1)C)=O